3-bis(2-hydroxyethyl)amino-2-hydroxypropanesulfonic acid iron [Fe].OCCN(CC(CS(=O)(=O)O)O)CCO